COC([C@H](C1CC1)NC(=O)OC(C)(C)C)=O (2S)-2-(tert-butoxycarbonylamino)-2-cyclopropyl-acetic acid methyl ester